6-(4-formyl-1H-pyrazol-1-yl)-5-methylpyridine-3-carbonitrile C(=O)C=1C=NN(C1)C1=C(C=C(C=N1)C#N)C